(S)-1-(4-(6-(3,5-dimethylisoxazol-4-yl)-4-(3-phenylmorpholino)quinazolin-2-yl)piperazin-1-yl)ethan-1-one CC1=NOC(=C1C=1C=C2C(=NC(=NC2=CC1)N1CCN(CC1)C(C)=O)N1[C@H](COCC1)C1=CC=CC=C1)C